(11-(2,3-difluoro-4-(4-pentylcyclohexyl)phenoxy)undecyl)phosphonic acid FC1=C(OCCCCCCCCCCCP(O)(O)=O)C=CC(=C1F)C1CCC(CC1)CCCCC